OC(CCCCCCCC(=O)OC(CCCCCCCC)CCCCCCCC)CCCCCCCCC heptadecan-9-yl 9-hydroxyoctadecanoate